tert-butyl (5S)-3-(3-chlorobenzoyl)-5-methyl-2-oxo-piperidine-1-carboxylate ClC=1C=C(C(=O)C2C(N(C[C@H](C2)C)C(=O)OC(C)(C)C)=O)C=CC1